FC=1C=C(NC2=CC=C(C(=N2)C(=O)NCC(C)C2=CC=CC=C2)OC)C=C(C1)F 6-(3,5-difluoroanilino)-3-methoxy-N-(2-phenylpropyl)pyridine-2-carboxamide